O1C(C12CCCCC2)C(=O)O 1-oxaspiro[2.5]octane-2-carboxylic acid